2-((4-(5-ethyl-1,2,4-oxadiazol-3-yl)benzyl)oxy)isoindoline-1,3-dione C(C)C1=NC(=NO1)C1=CC=C(CON2C(C3=CC=CC=C3C2=O)=O)C=C1